4-amino-3-[6-(2-hydroxyphenyl)pyridin-3-ylazo]naphthalene-1-sulfonic acid NC1=C(C=C(C2=CC=CC=C12)S(=O)(=O)O)N=NC=1C=NC(=CC1)C1=C(C=CC=C1)O